(6-(3-(4-(3-(3-oxo-[1,2,4]triazolo[4,3-a]pyridin-2(3H)-yl)propyl)piperazin-1-yl)phenyl)pyridin-3-yl)boronic acid O=C1N(N=C2N1C=CC=C2)CCCN2CCN(CC2)C=2C=C(C=CC2)C2=CC=C(C=N2)B(O)O